BrC=1C=CC=C2C(=NN(C12)C)NCCC(=O)O 3-[(7-Bromo-1-methyl-indazol-3-yl)amino]propanoic acid